2-Vinylperfluorobutane C(=C)C(C(F)(F)F)(C(C(F)(F)F)(F)F)F